4-(Methylamino)-7-(trifluoromethyl)-1-(2-(trifluoromethyl)pyridin-3-yl)quinazolin-2(1H)-one CNC1=NC(N(C2=CC(=CC=C12)C(F)(F)F)C=1C(=NC=CC1)C(F)(F)F)=O